[Ta].[Al].[Sr].[La] Lanthanum Strontium Aluminum Tantalum